tin (IV) mercaptoacetate SCC(=O)[O-].[Sn+4].SCC(=O)[O-].SCC(=O)[O-].SCC(=O)[O-]